COC=1C=CC(=NC1)COC1=CC=C2CCN(CC2=C1)C(=O)C=1N=CC(N(C1)C)=O 5-{7-[(5-Methoxypyridin-2-yl)methoxy]-1,2,3,4-tetrahydroisoquinoline-2-carbonyl}-1-methyl-1,2-dihydropyrazin-2-one